(2S,5R)-2-(N-((difluoromethyl) sulfonyl) carbamimidoyl)-7-oxo-1,6-diazabicyclo[3.2.1]octan-6-yl hydrogen sulfate S(=O)(=O)(ON1[C@@H]2CC[C@H](N(C1=O)C2)C(NS(=O)(=O)C(F)F)=N)O